COC1=CC=CC(=C1C1=C(C=CC=C1OC)P(C=1OC=CC1)C=1OC=CC1)P(C=1OC=CC1)C=1OC=CC1 (R)-(6,6'-dimethoxybiphenyl-2,2'-diyl)bis(di-2-furyl-phosphine)